(4-amino-1-(4-methoxyphenyl)-1H-pyrrolo[2,3-b]pyridin-5-yl)(piperidin-1-yl)methanone NC1=C2C(=NC=C1C(=O)N1CCCCC1)N(C=C2)C2=CC=C(C=C2)OC